N-(4-(3-phenylprop-1-en-1-yl)thiazol-2-yl)-1-(pyridin-4-ylmethyl)-1H-pyrrole-2-carboxamide C1(=CC=CC=C1)CC=CC=1N=C(SC1)NC(=O)C=1N(C=CC1)CC1=CC=NC=C1